Cl.NC1CN(CC1)C1=C2C(=NC3=CC=C(C=C13)C1=NC(=NC=C1)NC(=O)C1CC1)CCCCC2 N-(4-(11-(3-Aminopyrrolidin-1-yl)-7,8,9,10-tetrahydro-6H-cyclohepta[b]quinolin-2-yl)pyrimidin-2-yl)cyclopropanecarboxamide hydrochloride